(S)-N-(chroman-4-yl)-4-(dimethylamino)-8-(oxetan-3-yl)quinoline-3-carboxamide O1CC[C@@H](C2=CC=CC=C12)NC(=O)C=1C=NC2=C(C=CC=C2C1N(C)C)C1COC1